4-(2-(azepan-1-yl)ethyl)-7-propionyl-2H-benzo[b][1,4]oxazin-3(4H)-one N1(CCCCCC1)CCN1C2=C(OCC1=O)C=C(C=C2)C(CC)=O